ethyl-6-(6-(1-(4-chloro-3-fluorophenyl)-3,3-dimethyl-2,3-dihydro-1H-pyrrolo[3,2-b]pyridine-5-carbonyl)-2,6-diazaspiro[3.3]hept-2-yl)nicotinic acid C(C)C1=C(C(=O)O)C=CC(=N1)N1CC2(C1)CN(C2)C(=O)C2=CC=C1C(=N2)C(CN1C1=CC(=C(C=C1)Cl)F)(C)C